[Cl-].COC(C(=C)C)=O.C[NH+](C)C trimethylammonium methylmethacrylate chloride